N1N=CC(=C1)OC=1C(=NC=CN1)N 3-[(1H-PYRAZOL-4-YL)OXY]PYRAZIN-2-AMINE